pentadecaethylenehexadecamine NCCNCCNCCNCCNCCNCCNCCNCCNCCNCCNCCNCCNCCNCCNCCN